2-(3-(benzyloxy)-6-methylpyridinoyl)azepane-1-carboxylic acid tert-butyl ester C(C)(C)(C)OC(=O)N1C(CCCCC1)C(=O)C1=NC(=CC=C1OCC1=CC=CC=C1)C